NC1C(CCC1)=O amino-cyclopentanone